(S)-1-Amino-2-(1-(but-2-ynoyl)piperidin-2-yl)-4-(4-((4-phenylpyridin-2-yl)carbamoyl)phenyl)-1H-imidazol-5-carboxamid NN1C(=NC(=C1C(=O)N)C1=CC=C(C=C1)C(NC1=NC=CC(=C1)C1=CC=CC=C1)=O)[C@H]1N(CCCC1)C(C#CC)=O